NC=1C(=CC(=C(C1)CC(=O)O)F)F 5-amino-2,4-difluoro-phenylacetic acid